C1(CC1)CN(C=1C=CC2=C(C(=C(O2)C)C(=O)OCC)C1)C ethyl 5-((cyclopropylmethyl)(methyl)amino)-2-methylbenzofuran-3-carboxylate